3-[1-[2-(2,6-dioxo-3-piperidyl)-6-methyl-1,3-dioxo-isoindolin-5-yl]-4-piperidyl]propanoic acid O=C1NC(CCC1N1C(C2=CC(=C(C=C2C1=O)N1CCC(CC1)CCC(=O)O)C)=O)=O